CC(CO)C(C(C)(C)C)O 2,4,4-trimethyl-1,3-pentanediol